{[(9-methyldec-8-en-1-yl)oxy]methyl}benzene CC(=CCCCCCCCOCC1=CC=CC=C1)C